2-(3-(8-amino-6-bromoimidazo[1,2-a]pyrazin-3-yl)-4-methylphenyl)-1,1-difluorobutan-2-ol NC=1C=2N(C=C(N1)Br)C(=CN2)C=2C=C(C=CC2C)C(C(F)F)(CC)O